4-methoxybenzyl (S)-4,4,4-trifluoro-3-hydroxybutanoate FC([C@H](CC(=O)OCC1=CC=C(C=C1)OC)O)(F)F